O[C@H]([C@@H](COCCC(=O)OC)NC=1C=NNC(C1C(F)(F)F)=O)C Methyl 3-[(2R,3S)-3-hydroxy-2-[[6-oxo-5-(trifluoromethyl)-1,6-dihydropyridazin-4-yl]amino]butoxy]propanoate